Citronellyloxyacetaldehyde C(CC(C)CCC=C(C)C)OCC=O